NC=1C=CC(=C2C(=NN(C12)C)N(C(C)=O)S(=O)(=O)C)Cl N-(7-amino-4-chloro-1-methyl-1H-indazol-3-yl)-N-(methylsulfonyl)acetamide